N-(5-((3-(1-(5-fluoropyrimidin-2-yl)ethyl)pyrrolidin-1-yl)methyl)thiazol-2-yl)acetamide FC=1C=NC(=NC1)C(C)C1CN(CC1)CC1=CN=C(S1)NC(C)=O